NC1=NC(=C2N=CN(C2=N1)[C@H]1C[C@H](C1)COP(=O)(OC1=CC=CC=C1)N[C@@H](C)C(=O)OCC1=CC=CC=C1)O Benzyl (((cis-3-(2-amino-6-hydroxy-9H-purin-9-yl)cyclobutyl)methoxy)(phenoxy)phosphoryl)-L-alaninate